C(CCCCCCCCCCCCC)C(C(=O)OCCCCC)C(C(=O)OCCCCC)CCCCCCCCCCCCCC dipentyl 2,3-ditetradecylsuccinate